CS(=O)(=O)/C=C/CN [(E)-3-methylsulfonylallyl]amine